1-[2-[5-Chloro-2-(8-chloro-4-oxochromen-2-yl)-4-methylphenoxy]ethyl]azetidin ClC=1C(=CC(=C(OCCN2CCC2)C1)C=1OC2=C(C=CC=C2C(C1)=O)Cl)C